N-(2-ethyl-10,10-dioxido-9H-thioxanthen-9-yl)-2-oxo-6-(trifluoromethyl)-1,2-dihydropyridine-3-carboxamide C(C)C1=CC=2C(C3=CC=CC=C3S(C2C=C1)(=O)=O)NC(=O)C=1C(NC(=CC1)C(F)(F)F)=O